5-[[3-cyano-4-[(2-guanidinoacetyl)amino]phenyl]sulfonyl-amino]thiazole-4-carboxylic acid C(#N)C=1C=C(C=CC1NC(CNC(=N)N)=O)S(=O)(=O)NC1=C(N=CS1)C(=O)O